(S)-3-(1-((4-methyl-4H-1,2,4-triazol-3-yl)thio)ethyl)-N-(quinolin-2-yl)benzamide CN1C(=NN=C1)S[C@@H](C)C=1C=C(C(=O)NC2=NC3=CC=CC=C3C=C2)C=CC1